CN1N=CC(=C1CN1CCCCC1)C=1C=C2C=C(N=CC2=CC1)NC(=O)C1CC2(CN(C2)C(C(F)(F)F)=O)C1 N-(6-(1-methyl-5-(piperidin-1-ylmethyl)-1H-pyrazol-4-yl)isoquinolin-3-yl)-2-(2,2,2-trifluoroacetyl)-2-azaspiro[3.3]heptane-6-carboxamide